3-cyclopropylcyclopentan-1-one C1(CC1)C1CC(CC1)=O